7-cyclopropyl-5-methoxy-4-(methylamino)-1-(2-methylpyridin-3-yl)quinazolin-2(1H)-one C1(CC1)C1=CC(=C2C(=NC(N(C2=C1)C=1C(=NC=CC1)C)=O)NC)OC